2-fluoro-3-methoxybenzene FC1=CC=CC=C1OC